C(C)(C)(C)OC1=CC=C(C=C1)C1=C(N=C(S1)NC(=O)[C@H]1N2C=CC=C2C(CC1)=O)C (5S)-N-[5-(4-tert-butoxyphenyl)-4-methylthiazol-2-yl]-8-oxo-6,7-dihydro-5H-indolizine-5-carboxamide